[F-].OCCC[N+](C)(C)C hydroxypropyl-trimethylammonium fluoride